C12(CC3CC(CC(C1)C3)C2)NC(=O)C(C(=O)N)Cl (((3s,5s,7s)-adamantan-1-yl)carbamoyl)-2-chloroacetamide